4-(4-amino-6-(4-methacrylamido-phenyl)-7-methyl-7H-pyrrolo[2,3-d]pyrimidin-5-yl)-N-isobutyl-N-methylbenzamide NC=1C2=C(N=CN1)N(C(=C2C2=CC=C(C(=O)N(C)CC(C)C)C=C2)C2=CC=C(C=C2)NC(C(=C)C)=O)C